C([C@@H]1[C@H]([C@@H]([C@@H]([C@H](O1)OC[C@@H]2[C@H]([C@@H]([C@@H](O2)O[C@H]3[C@@H]([C@H](O[C@@H]3O[C@@H]4[C@H](O[C@@H]([C@H]4O)OC[C@@H]5[C@H]([C@@H](C(O5)O)O)O)CO[C@@H]6[C@H]([C@@H]([C@H](O6)CO)O)O[C@H]7[C@H]([C@@H]([C@H](O7)CO)O)O)CO)O)O)O)O)O)O)O The molecule is a branched heptasaccharide derivative comprising one mannopyranose and six D-arabinofuranose units, in an assembly consisting of two arabinose residues linked alpha(1->5), with alpha-mannosyl-(1->5)-beta-arabinosyl-(1->2)-alpha-arabinosyl and beta-arabinosyl-(1->2)-alpha-arabinosyl units linked to respectively the 3- and 5-positions of the arabinose residue distal from the reducing-end residue.